2-trimethylsilylethyl N-[2-[2-[2-[2-[2-[2-[2-[4-[(2-chloro-9-methylpurin-6-yl)amino]-3-methoxy-pyrazol-1-yl]ethoxy]ethoxy]ethoxy]ethoxy]ethoxy]ethoxy]ethyl]carbamate ClC1=NC(=C2N=CN(C2=N1)C)NC=1C(=NN(C1)CCOCCOCCOCCOCCOCCOCCNC(OCC[Si](C)(C)C)=O)OC